Monostearoyl-Glycerol C(CCCCCCCCCCCCCCCCC)(=O)C(CO)(O)CO